N-phenyl-3-(1H-pyrrolo[2,3-b]pyridin-5-yl)pyrazolo[1,5-a]pyridine-5-carboxamide C1(=CC=CC=C1)NC(=O)C1=CC=2N(C=C1)N=CC2C=2C=C1C(=NC2)NC=C1